3-(4-chloro-3-fluorophenyl)-1-(2-(2,2,2-trifluoroethoxy)ethyl)-1H-pyrrolo[2,3-b]pyridine-6-carboxamide ClC1=C(C=C(C=C1)C1=CN(C2=NC(=CC=C21)C(=O)N)CCOCC(F)(F)F)F